6-methoxy-4-oxo-1,4-dihydroquinoline-3-carboxylic acid COC=1C=C2C(C(=CNC2=CC1)C(=O)O)=O